N(=[N+]=[N-])[C@@]1([C@H]([C@H]2[C@H](CN(C2)C(C)C)C1)CCCB1OC(C(O1)(C)C)(C)C)C(=O)OCC1=CC=CC=C1 benzyl (3aR,4S,5S,6aR)-5-azido-2-isopropyl-4-(3-(4,4,5,5-tetramethyl-1,3,2-dioxaborolan-2-yl)propyl)octahydrocyclopenta[c]pyrrole-5-carboxylate